1-[(3S,4R)-4-(hydroxymethyl)oxolan-3-yl]-N-[(5-phenyl-1,3,4-thiadiazol-2-yl)methyl]-1H-1,2,3-triazole-4-carboxamide OC[C@H]1[C@@H](COC1)N1N=NC(=C1)C(=O)NCC=1SC(=NN1)C1=CC=CC=C1